The molecule is the hexaanion of 1D-myo-inositol 1,3,4-trisphosphate. It has a role as a human metabolite. It is a conjugate base of a 1D-myo-inositol 1,3,4-trisphosphate. [C@H]1([C@H]([C@@H]([C@H]([C@H]([C@H]1OP(=O)([O-])[O-])O)OP(=O)([O-])[O-])OP(=O)([O-])[O-])O)O